C(C)(C)(C)OC(=O)N1C[C@@H]2[C@H](CC1)CNC2.CN2C(CCC2)=O |r| methyL-2-pyrrolidone rac-tert-butyl-(3aR,7aS)-octahydro-1H-pyrrolo[3,4-c]pyridine-5-carboxylate